CC1=NC(=NC(=N1)C(Cl)(Cl)Cl)C(Cl)(Cl)Cl 2-methyl-4,6-bis-trichloromethyl-[1,3,5]triazine